2-CYCLOPROPYL-2-HYDROXYPROPANOIC ACID C1(CC1)C(C(=O)O)(C)O